C(C)(C)(C)OC(=O)N[C@@H](C(=O)OCC)C1=CC(=CC=C1)OC(F)F ethyl (R)-2-((tert-butoxycarbonyl)amino)-2-(3-(difluoromethoxy)phenyl)acetate